1-heptyl-1-propylpyrrolidinium methanesulfonate CS(=O)(=O)[O-].C(CCCCCC)[N+]1(CCCC1)CCC